2-(3-(3-(9,9-dimethyl-9H-fluoren-2-yl)naphthalen-1-yl)phenyl)-4-(naphthalen-2-yl)-6-phenyl-1,3,5-triazine CC1(C2=CC=CC=C2C=2C=CC(=CC12)C=1C=C(C2=CC=CC=C2C1)C=1C=C(C=CC1)C1=NC(=NC(=N1)C1=CC2=CC=CC=C2C=C1)C1=CC=CC=C1)C